C[C@@H]1N(C[C@H](N(C1)C(C)C=1C=C2N=CC=NC2=CC1)C)C=1C=2N(N(C(C1)=O)C)C=C(N2)COC 8-((2S,5R)-2,5-dimethyl-4-(1-(quinoxalin-6-yl)ethyl)piperazin-1-yl)-2-(methoxymethyl)-5-methylimidazo[1,2-b]pyridazin-6(5H)-one